5-(2-propylthiobenzoyl)amino-3-(1,4,5,6,7,8,9-heptahydroquinolizin-2-yl)-1H-indole C(CC)C1=C(C(=S)NC=2C=C3C(=CNC3=CC2)C=2CC3CCCCN3CC2)C=CC=C1